3-(7-(3-(benzyloxy)naphthalen-1-yl)-2-(((S)-1-methylpyrrolidin-2-yl)methoxy)-5,6,7,8-Tetrahydropyrido[3,4-d]pyrimidin-4-yl)-8-azabicyclo[3.2.1]octane-8-carboxylate C(C1=CC=CC=C1)OC=1C=C(C2=CC=CC=C2C1)N1CC=2N=C(N=C(C2CC1)C1CC2CCC(C1)N2C(=O)[O-])OC[C@H]2N(CCC2)C